potassium sodium hydrogen tartrate C(=O)(O)C(O)C(O)C(=O)[O-].[Na+].[K+].C(=O)(O)C(O)C(O)C(=O)[O-]